2-((6-((1-hydroxycyclohexyl)ethynyl)quinolin-4-yl)thio)-2-methylpropanoic acid OC1(CCCCC1)C#CC=1C=C2C(=CC=NC2=CC1)SC(C(=O)O)(C)C